1,2-NAPHTHOQUINONE C1(C(C=CC2=CC=CC=C12)=O)=O